tert-butyl 4-(4,6-dioxo-3,4,5,6-tetrahydro-1H-pyrano[4,3-b]thieno[3,2-d]pyridin-8-yl)-3-methyl-1H-pyrazole-1-carboxylate O=C1COCC2=C1NC(C1=C2C=C(S1)C=1C(=NN(C1)C(=O)OC(C)(C)C)C)=O